C(C1=CC=CC=C1)OC1=C(C=CC=2N(C(N(C21)C)=O)C=2C(=NC(=CC2)OCC2=CC=CC=C2)OCC2=CC=CC=C2)Br 4-benzyloxy-5-bromo-1-(2,6-dibenzyloxy-3-pyridyl)-3-methyl-benzimidazol-2-one